3-oxa-3-azaspiro[4.5]decane C1COCC12CCCCC2